ClC1=C(C#N)C=CC(=C1)OC1=CC=CC=C1 chloro-4-phenoxybenzonitrile